(R)-2-(4-(4-cyclopropylpyrazolo[1,5-a]pyridin-2-yl)-1,4,6,7-tetrahydro-5H-imidazo[4,5-c]pyridin-5-yl)-5-(6-methylpyridin-2-yl)-1,3,4-oxadiazole C1(CC1)C=1C=2N(C=CC1)N=C(C2)[C@@H]2N(CCC1=C2N=CN1)C=1OC(=NN1)C1=NC(=CC=C1)C